FC1=C(C(=CC=C1)C)N1CCC(CC1)N1C(N(C=2C(C1)=CN(N2)CCN2CCCC2)CC2=C(C=CC=C2)C(F)(F)F)=O 5-[1-(2-fluoro-6-methyl-phenyl)-piperidin-4-yl]-2-(2-pyrrolidin-1-yl-ethyl)-7-(2-trifluoromethyl-benzyl)-2,4,5,7-tetrahydro-pyrazolo[3,4-d]pyrimidin-6-one